ethyl 2-methyl-5-(N-((1r,3r)-3-(3-methyl-4-(trifluoromethyl)-1H-pyrazol-1-yl)cyclobutyl)sulfamoyl)-1H-pyrrole-3-carboxylate CC=1NC(=CC1C(=O)OCC)S(NC1CC(C1)N1N=C(C(=C1)C(F)(F)F)C)(=O)=O